7-bromo-1-ethyl-2-methyl-imidazo[4,5-c]pyridine BrC=1C2=C(C=NC1)N=C(N2CC)C